O(C1=CC=CC=C1)C1=CC=C(C=C1)C1=NC2=C(N1)C=CC(=C2)N 2-(4-Phenoxy-phenyl)-1H-benzoimidazol-5-ylamine